CC(CCC(=O)[O-])=CCCC(=CCCC=C(CCC=C(CCC=C(C)C)C)C)C 4,8,13,17,21-pentamethyldocosa-4,8,12,16,20-pentaenoate